CC1=NN(C(=C1)C)C1=CC(=NC(=N1)C=1OC(=CC1)C)NC(NCCCCCCC(=O)NO)=O 7-(3-(6-(3,5-dimethyl-1H-pyrazol-1-yl)-2-(5-methylfuran-2-yl)pyrimidin-4-yl)ureido)-N-hydroxyheptanamide